1-[3-fluoro-4-methoxy-5-(trifluoromethyl)phenyl]ethanone FC=1C=C(C=C(C1OC)C(F)(F)F)C(C)=O